N1N=NC=C1CC(=O)N1C(CCC1)C(=O)N 1-[2-(1H-1,2,3-triazol-5-yl)acetyl]pyrrolidine-2-carboxamide